C(CCCC)C(=N)N pentane-1-carboxamidine